C(C)NC1=CN=NC=C1 N-ethyl-pyridazin-4-amine